Adenosine 5'-(α,β-Methylene)Diphosphate C1=NC(=C2C(=N1)N(C=N2)C3C(C(C(O3)COP(=O)(CP(=O)(O)O)O)O)O)N